(R)-(1-([1,1'-biphenyl]-4-yl)-3-hydroxy-propan-2-yl)carbamic acid tert-butyl ester C(C)(C)(C)OC(N[C@H](CC1=CC=C(C=C1)C1=CC=CC=C1)CO)=O